(E)-3-(((benzyloxy)carbonyl)oxy)-N-ethyl-N-isopropylprop-1-en-1-amine oxide C(C1=CC=CC=C1)OC(=O)OC/C=C/[N+](C(C)C)(CC)[O-]